C(C1=CC=CC=C1)C1CC(=NO1)CNC(=O)C=1C=2C=CN(C2C=CC1)C(C)C 5-benzyl-3-((1-isopropyl-1H-indole-4-carboxamido)methyl)-4,5-dihydroisoxazole